N[C@@H]1C[C@H]2CC([C@@H](C1)N2C(=O)OC(C)(C)C)(F)F |r| (±)-tert-butyl (1S,3R,5R)-3-amino-6,6-difluoro-8-azabicyclo[3.2.1]octane-8-carboxylate